Cl.Cl.CC1=C(C=CC(=N1)C(=O)NC([2H])([2H])[2H])N1CCNCC1 6-methyl-N-(methyl-d3)-5-(piperazin-1-yl)pyridinecarboxamide dihydrochloride